5-ethyl-2H-1,2,3,4-tetrazole C(C)C=1N=NNN1